tert-butyl (3R)-3-[5-amino-6-[2-cyano-3-[[ethyl(methyl)sulfamoyl]amino]-6-fluoro-phenoxy]-4-oxo-quinazolin-3-yl]-1-oxa-8-azaspiro[4.5]decane-8-carboxylate NC1=C2C(N(C=NC2=CC=C1OC1=C(C(=CC=C1F)NS(N(C)CC)(=O)=O)C#N)[C@H]1COC2(C1)CCN(CC2)C(=O)OC(C)(C)C)=O